FC(CN1CCC2(CCN(CC2)C(=O)OCCCC)CC1)(C)C butyl 9-(2-fluoro-2-methylpropyl)-3,9-diazaspiro[5.5]undecane-3-carboxylate